BrC1=CC=C(CC2=CC3=C(NC2=O)C(CN3C(CN3[C@H](CN[C@@H](C3)C)CN3CC(OCC3)C(=O)N)=O)(C)C)C=C1 4-(((2R,5R)-1-(2-(6-(4-bromobenzyl)-3,3-dimethyl-5-oxo-2,3,4,5-tetrahydro-1H-pyrrolo[3,2-b]pyridin-1-yl)-2-oxoethyl)-5-methylpiperazin-2-yl)methyl)morpholine-2-carboxamide